4-(2-Cyclopropyl-6-(6-fluoro-4-((((1R,2S)-2-hydroxycyclopentyl)amino)methyl)-2-oxobenzo[cd]indol-1(2H)-yl)pyridin-4-yl)-3-(4-methyl-4H-1,2,4-triazol-3-yl)benzonitrile C1(CC1)C1=NC(=CC(=C1)C1=C(C=C(C#N)C=C1)C1=NN=CN1C)N1C(C2=C3C(C(=CC=C13)F)=CC(=C2)CN[C@H]2[C@H](CCC2)O)=O